2-(azepan-1-yl)-4-nitrobenzoic acid methyl ester COC(C1=C(C=C(C=C1)[N+](=O)[O-])N1CCCCCC1)=O